NC=1SC2=C(N1)C(=CC=C2)C2=C(C=C1C(=NC(=NC1=C2F)OC[C@H]2N(CCC2)C)N2CC(NCC2)=O)Cl 4-(7-(2-aminobenzo[d]thiazol-4-yl)-6-chloro-8-fluoro-2-(((S)-1-methylpyrrolidin-2-yl)methoxy)quinazolin-4-yl)piperazin-2-one